C1CSC(=C1)N=O Nitrosothiolen